α-amino-3-hydroxyl-5-methyl-4-isoxazolepropionic acid NC(C(=O)O)CC=1C(=NOC1C)O